CC1(OB(OC1(C)C)C=1C=C(SC1)C(=O)OC)C methyl 4-(4,4,5,5-tetramethyl-1,3,2-dioxaborolan-2-yl)thiophene-2-carboxylate